5-(Benzyloxyamino)piperidine-2-carboxylic acid ethyl ester C(C)OC(=O)C1NCC(CC1)NOCC1=CC=CC=C1